FC=1C=C2C(CCOC2=C(C1O[C@H](C1=CC=C(C#N)C=C1)C1=CC=NC=C1)C)=O (R,S)-4-(((6-Fluoro-8-methyl-4-oxochroman-7-yl)oxy)(pyridin-4-yl)methyl)benzonitrile